ClC=1C=C2C3=C(NC2=C(C1)C1=CC=C(C=C1)OC1CCCC1)C(=NC=C3)C 6-Chloro-8-(4-cyclopentyloxy-phenyl)-1-methyl-9H-pyrido(3,4-b)indole